CC1(OB(OC1(C)C)C=1C=CC(=NC1)COC1=NC=C(C=N1)C(=O)OC)C methyl 2-[[5-(4,4,5,5-tetramethyl-1,3,2-dioxaborolan-2-yl)-2-pyridyl]methoxy]pyrimidine-5-carboxylate